(S)-2-(4-(6-((2-(ethoxycarbonyl)isoindolin-5-yl)methoxy)pyridin-2-yl)-2,5-difluorobenzyl)-1-(oxetan-2-ylmethyl)-1H-benzo[d]imidazole-6-carboxylic acid C(C)OC(=O)N1CC2=CC=C(C=C2C1)COC1=CC=CC(=N1)C1=CC(=C(CC2=NC3=C(N2C[C@H]2OCC2)C=C(C=C3)C(=O)O)C=C1F)F